2-ethoxy-1-methyl-4-nitrobenzene C(C)OC1=C(C=CC(=C1)[N+](=O)[O-])C